(S)-2-(((benzyloxy)carbonyl)amino)-4-(((R)-2-methoxypropyl)(4-(5,6,7,8-tetrahydro-1,8-naphthyridin-2-yl)butyl)amino)butanoic acid C(C1=CC=CC=C1)OC(=O)N[C@H](C(=O)O)CCN(CCCCC1=NC=2NCCCC2C=C1)C[C@@H](C)OC